5-butyl-4-amino-1,2,4-triazole C(CCC)C=1N(C=NN1)N